((4-(difluoromethoxy)phenyl)sulfonyl)-3-(4-methylpiperidin-1-yl)-8-azabicyclo[3.2.1]octane FC(OC1=CC=C(C=C1)S(=O)(=O)C12CC(CC(CC1)N2)N2CCC(CC2)C)F